2-hydroxy-2-methyl-1-(4-octylphenyl)propan-1-one methyl-2-bromo-5-fluoro-4-(trifluoromethyl)benzoate COC(C1=C(C=C(C(=C1)F)C(F)(F)F)Br)=O.OC(C(=O)C1=CC=C(C=C1)CCCCCCCC)(C)C